2,3,3a,4,10,10a-hexahydro-1H,7H-dipyrrolo[3,4-c:3',4'-g][1,6,2]dithiazocine-8-carboxamide C1NCC2NSC=3C(SCC21)=C(NC3)C(=O)N